CCSC(=O)Cl S-ethyl chlorothiolformate